ClC1=CC=C(C=C1)[C@@H]1N=C(N([C@@H]1C1=CC=C(C=C1)Cl)C(=O)N1CC(N(CC1)CCNC(=O)C=1C=C(C=CC1)B(O)O)=O)C1=C(C=C(C=C1)OC)OC(C)C (3-((2-(4-((4S,5R)-4,5-bis(4-chlorophenyl)-2-(2-isopropoxy-4-methoxyphenyl)-4,5-dihydro-1H-imidazole-1-carbonyl)-2-oxopiperazin-1-yl)ethyl)carbamoyl)phenyl)boronic acid